2-(1-(4-(1,1-difluoroethyl)-2,5-dimethoxyphenyl)butan-2-yl)isoindoline-1,3-dione FC(C)(F)C1=CC(=C(C=C1OC)CC(CC)N1C(C2=CC=CC=C2C1=O)=O)OC